C(CCCCCCC)C(CCCCCCCC)OC(CCCCCCCOC(=O)[C@H]1N(CC(C1)OCCCCOCC1=CC=CC=C1)CCCCCC(OCCCCCCCCCCC)=O)=O (2S)-4-(4-benzyloxybutyloxy)-1-(6-oxo-6-undecyloxy-hexyl)pyrrolidine-2-carboxylic acid [8-(1-octylnonyloxy)-8-oxo-octyl] ester